3-(4,4-difluoropiperidin-1-yl)-6,7-difluoro-3-(4-(4,4,5,5-tetramethyl-1,3,2-dioxaborolan-2-yl)phenyl)indolin-2-one FC1(CCN(CC1)C1(C(NC2=C(C(=CC=C12)F)F)=O)C1=CC=C(C=C1)B1OC(C(O1)(C)C)(C)C)F